N1C=C(C2=CC=CC=C12)CCN1CCC(CC1)(COC)N(C(C)=O)C1=CC=CC=C1 N-(1-(2-(1H-indol-3-yl)ethyl)-4-(methoxymethyl)piperidin-4-yl)-N-phenylacetamide